1,2-dichloro-2-nitropropanediol ClC(C(C)([N+](=O)[O-])Cl)(O)O